COC(=O)C1=NC=CC(=C1)NC(=O)[C@@H]1O[C@]([C@H]([C@H]1C1=C(C(=C(C=C1)F)F)OC)C)(C(F)(F)F)C 4-((2R,3S,4S,5R)-3-(3,4-difluoro-2-methoxyphenyl)-4,5-dimethyl-5-(trifluoromethyl)tetrahydrofuran-2-carboxamido)pyridinecarboxylic acid methyl ester